C(C1=CC=CC=C1)OC1=C2C(=CN(C2=CC=C1)C1=CC=C(C=C1)F)C1=CC=C(C(=O)OCC2=CC=CC=C2)C=C1 benzyl 4-[4-benzyloxy-1-(4-fluorophenyl)indol-3-yl]benzoate